Tert-Butyl (5R,8S,10aR)-5-((tert-butoxycarbonyl)amino)-6-oxooctahydro-4H-pyrrolo[2,1-d][1,5]thiazocine-8-carboxylate C(C)(C)(C)OC(=O)N[C@@H]1C(N2[C@@H](CCSC1)CC[C@H]2C(=O)OC(C)(C)C)=O